(1-(2,6-bis(bis(2-methoxyethyl)amino)-8-(4-methoxypiperidin-1-yl)pyrimido[5,4-d]pyrimidin-4-yl)pyrrolidin-3-yl)methanol COCCN(C=1N=C(C2=C(N1)C(=NC(=N2)N(CCOC)CCOC)N2CCC(CC2)OC)N2CC(CC2)CO)CCOC